(S)-2-(6-Bromo-1H-pyrazolo[4,3-b]pyridin-1-yl)-1-(3-fluoropyrrolidin-1-yl)ethan-1-one BrC=1C=C2C(=NC1)C=NN2CC(=O)N2C[C@H](CC2)F